ClC1=NC(=C2C=C(C=NC2=C1)C(F)(F)F)SCC1=CC=C(C=C1)OC 7-chloro-5-((4-methoxybenzyl)thio)-3-(trifluoromethyl)-1,6-naphthyridine